(tert-butyl 3-fluoro-4-hydroxyphenyl) carbamate C(N)(OC1=C(C(=C(C=C1)O)F)C(C)(C)C)=O